ClC1=CC=C(C(=C1NC(=O)C1=CN=C(S1)NC1=NN(C=C1)C)C)O N-(6-Chloro-3-hydroxy-2-methyl-phenyl)-2-[(1-methylpyrazol-3-yl)amino]thiazole-5-carboxamide